pentafluorophenylcaproic acid FC(C(C(C(=O)O)(C1=CC=CC=C1)F)(F)F)(CC)F